C(=N/N)(\N)/NN.Cl N,N'-diaminoguanidine monohydrochloride